ClC1=C(C=CC=C1Cl)SC=1N=CC(=NC1N)N(CC1CNCCC1)C 5-((2,3-dichlorophenyl)thio)-N2-methyl-N2-(piperidin-3-ylmethyl)pyrazine-2,6-diamine